C(CCCCCCCCCCCCCCCCC)(=O)[O-].C(CCCCCCCCCCCCCCCCC)(=O)[O-].[Mg+2].[Mg+2] Magnesium Magnesium stearate stearate